ClC1=C(C2=C(N=N1)N(CCC2)C2=NN(C=C2)C2OCC2)C 3-chloro-4-methyl-8-[1-(oxetan-2-yl)-1H-pyrazol-3-yl]-5,6,7,8-tetrahydropyrido[2,3-c]pyridazine